NC=1C(=NC(=C(N1)F)C1=CC(=C(C=C1)C1CCOCC1)CN(C)CC)C=1C=C2CCNC(C2=C(C1)F)=O 6-(3-amino-6-(3-((ethyl(methyl)amino)methyl)-4-(tetrahydro-2H-pyran-4-yl)phenyl)-5-fluoropyrazin-2-yl)-8-fluoro-3,4-dihydroisoquinolin-1(2H)-one